tert-butyl (2R,6S)-4-[8-[(E)-N-(8-fluoro-2-methyl-imidazo[1,2-a]pyridin-6-yl)-N'-methyl-carbamimidoyl]quinoxalin-5-yl]-2,6-dimethyl-piperazine-1-carboxylate FC=1C=2N(C=C(C1)N/C(=N/C)/C=1C=CC(=C3N=CC=NC13)N1C[C@H](N([C@H](C1)C)C(=O)OC(C)(C)C)C)C=C(N2)C